4-bromo-2-iodo-5-methoxy-phenylthiocarboxamide BrC1=CC(=C(C=C1OC)C(=S)N)I